C(C=O)S(=O)O The molecule is an organosulfinic acid that is methanesulfinic acid in which one of the methyl hydrogens has been replaced by a formyl group. It is an organosulfinic acid and an alpha-CH2-containing aldehyde. It is a conjugate acid of a 2-sulfinoacetaldehyde(1-).